NC1=C(C=C(C=2C(C3=CC=CC=C3C(C12)=O)=O)NC1=C(C=C(C=C1)F)C(=O)O)S(=O)(=O)OC[C@@H](C=1C=NC(=NC1)N1CCNCC1)C1=CC=CC=C1 (R)-2-phenyl-2-(2-(piperazin-1-yl)pyrimidin-5-yl)ethanol 1-amino-4-[4-fluoro-2-carboxyphenylamino]-9,10-dioxo-9,10-dihydroanthracene-2-sulfonate